1-(2-((4-methoxybenzyl)oxy)phenyl)ethan-1-one oxime COC1=CC=C(COC2=C(C=CC=C2)C(C)=NO)C=C1